C(#C)C1CN(C1)C1=CC=C(N)C=C1 4-(3-ethynyl-azetidin-1-yl)aniline